C(C)(C)(C)OC(C=CC=1C=NC2=CC=CC=C2C1)=O tert-Butyl-3-(3-quinolinyl)acrylat